(S)-N-(3-(5-chloro-2-((1,5-dimethyl-1H-pyrazol-3-yl)amino)pyrimidin-4-yl)-1H-indol-7-yl)-2-(3-(pyridin-4-yloxy)pyrrolidin-1-yl)acetamide 2-ethylhexyl-2-cyano-3,3-diphenylacrylate C(C)C(COC(C(=C(C1=CC=CC=C1)C1=CC=CC=C1)C#N)=O)CCCC.ClC=1C(=NC(=NC1)NC1=NN(C(=C1)C)C)C1=CNC2=C(C=CC=C12)NC(CN1C[C@H](CC1)OC1=CC=NC=C1)=O